(3S,4S)-8-(7-bromo-5-((2-(trimethylsilyl)ethoxy)methyl)-5H-pyrrolo[2,3-b]pyrazin-3-yl)-3-methyl-2-oxa-8-azaspiro[4.5]decan-4-amine BrC1=CN(C2=NC(=CN=C21)N2CCC1([C@@H]([C@@H](OC1)C)N)CC2)COCC[Si](C)(C)C